N'-[4-[tert-butyl(dimethyl)silyl]oxy-2-ethyl-phenyl]-6-(6-methoxy-3-pyridyl)-4-(4-piperidylamino)pyrrolo[1,2-b]pyridazine-3-carboxamidine [Si](C)(C)(C(C)(C)C)OC1=CC(=C(C=C1)N=C(N)C1=C(C=2N(N=C1)C=C(C2)C=2C=NC(=CC2)OC)NC2CCNCC2)CC